ClC1=CC=C(C=C1)N1C(=C(C=C1C)C(=O)C1=C(C=C(C=C1)N1CCCC1)C(C(=O)N)N(CC#C)CC#C)C (2-(1-(4-chlorophenyl)-2,5-dimethyl-1H-pyrrole-3-carbonyl)-5-(pyrrolidin-1-yl)phenyl)-2-(di(prop-2-yn-1-yl)amino)acetamide